COC=O.BrC=1NC=CC1 bromo-pyrrole methyl-formate